C1(CCCCC1)C(C(C(=O)NC1=NC(=C(C=C1)C=1C(=NN(C1C)COCC[Si](C)(C)C)C)F)C1=C(N(N=C1)CC)C(=O)N)C1CCCCC1 [1-(dicyclohexylmethyl)-2-[[5-[3,5-dimethyl-1-(2-trimethylsilylethoxymethyl)pyrazol-4-yl]-6-fluoro-2-pyridinyl]amino]-2-oxo-ethyl]-2-ethyl-pyrazole-3-carboxamide